3-methyl-2-[(2R)-pyrrolidin-2-ylmethoxy]pyridine CC=1C(=NC=CC1)OC[C@@H]1NCCC1